C(C)O[Si](C(CCN1C(C=CC1=O)=O)CCCCCCCC)(OCC)OCC 1-[3-(triethoxysilyl)undecyl]-1H-pyrrole-2,5-dione